(R)-2-amino-1,2,3,4-tetrahydronaphthalene-2-carboxylic acid N[C@]1(CC2=CC=CC=C2CC1)C(=O)O